5-((4-((5-iodopyrimidin-4-yl)amino)-2-methylphenyl)oxy)-1-methylbenzimidazole IC=1C(=NC=NC1)NC1=CC(=C(C=C1)OC1=CC2=C(N(C=N2)C)C=C1)C